(R)-4-Cyclopropyl-7-(4-fluorophenyl)-N-(1-(2-(trifluoromethyl)pyrimidin-5-yl)ethyl)phthalazin-1-amin C1(CC1)C1=NN=C(C2=CC(=CC=C12)C1=CC=C(C=C1)F)N[C@H](C)C=1C=NC(=NC1)C(F)(F)F